3,4-epoxy-2-phenyl-1,1,1-trifluoro-2-butanol C1(=CC=CC=C1)C(C(F)(F)F)(C1CO1)O